C(=O)NC1CN(CCC1)C(=O)OCC1=CC=CC=C1 benzyl 3-formamidopiperidine-1-carboxylate